C(C)[N+]1(C(CCCC1CC)CC)CC N,N-diethyl-2,6-diethylpiperidinium